CS(=O)(=O)C1=CC(=C(C=C1)NCC#CC=1N=C2N(C=CC=C2NC2CCOCC2)C1CC(F)(F)F)OC 2-{3-[(4-methanesulfonyl-2-methoxyphenyl)amino]prop-1-yn-1-yl}-N-(oxan-4-yl)-3-(2,2,2-trifluoroethyl)imidazo[1,2-a]pyridin-8-amine